5-Chloro-1-(tetrahydro-2H-pyran-2-yl)-4-(4,4,5,5-tetramethyl-1,3,2-dioxaborolan-2-yl)-1H-pyrazolo[3,4-b]pyridine ClC=1C(=C2C(=NC1)N(N=C2)C2OCCCC2)B2OC(C(O2)(C)C)(C)C